1-Methyl-4-(3-(3-(methylamino)-1-(thiophen-2-yl)propoxy)phenyl)-1,2,3,4-tetrahydro-5H-pyrido[3,4-e][1,4]diazepin-5-one CN1CCN(C(C2=C1C=NC=C2)=O)C2=CC(=CC=C2)OC(CCNC)C=2SC=CC2